C(=O)(O)C(C)OCCN(CCOC(C(=O)O)CC(=O)O)C(CC(=O)O)C(=O)O 2-(2-((2-(1-carboxyethoxy)ethyl)(1,2-dicarboxyethyl)amino)ethoxy)succinic acid